tert-butyl N-[1-[4-(3-chloro-2-fluoro-phenoxy)pyrido[3,2-d]pyrimidin-6-yl] azetidin-3-yl]carbamate ClC=1C(=C(OC=2C3=C(N=CN2)C=CC(=N3)N3CC(C3)NC(OC(C)(C)C)=O)C=CC1)F